3-bromo-4-(trifluoromethyl)picolinonitrile BrC=1C(=NC=CC1C(F)(F)F)C#N